CC1=CC=C(C=C1)S(=O)(=O)O.COC=1C=C(C=CC2SC3=C(N2C)C=CC=C3)C=CC1OC 3,4-dimethoxystyryl-3-methylbenzothiazole para-toluenesulfonate